1-[(2R,3S,4R,5R)-4-[(tert-butyldimethylsilyl)oxy]-5-{[(tert-butyldimethylsilyl)oxy]methyl}-3-fluoro-5-[(methylsulfanyl)methyl]oxolan-2-yl]-5-fluoro-3H-pyrimidine-2,4-dione [Si](C)(C)(C(C)(C)C)O[C@H]1[C@@H]([C@@H](O[C@]1(CSC)CO[Si](C)(C)C(C)(C)C)N1C(NC(C(=C1)F)=O)=O)F